C(C1=CC=CC=C1)OC(=O)NC12CN(C(C1)C2)C(=O)OCCCC butyl 4-(benzyloxycarbonylamino)-2-azabicyclo[2.1.1]hexane-2-carboxylate